3-((3-(4-(4-((4-(2-(3-chloro-5-cyanophenyl)prop-2-yl)phenoxy)methyl)pyrimidine-2-yl)piperazin-1-yl)pyrrolidin-1-yl)methyl)azetidine-1-carboxylate ClC=1C=C(C=C(C1)C#N)C(C)(C)C1=CC=C(OCC2=NC(=NC=C2)N2CCN(CC2)C2CN(CC2)CC2CN(C2)C(=O)[O-])C=C1